ClCC(=O)C1(CC1)Cl 2-chloro-1-(1-chlorocyclopropyl)ethan-1-one